Cl.C1(=CC=C(C=C1)OC1CNC1)C1=CC=CC=C1 3-(biphenyl-4-yloxy)azetidine Hydrochloride